2-phenylethyl isothiocyanate C1(=CC=CC=C1)CCN=C=S